COC1=CC=C(C=C1)NC(CC1=CC=C(C=C1)OC)=O N,2-bis(4-methoxyphenyl)acetamide